ClC1=CC=2N(C=C1)C=NC2C(C(=O)N)OC 2-(7-chloroimidazo[1,5-a]pyridin-1-yl)-2-methoxyacetamide